(R)-(+)-alpha-methylbenzylamine C[C@H](C1=CC=CC=C1)N